5-(8-(3-cyclopropylazetidin-1-yl)imidazo[1,2-b]pyridazin-6-yl)pyrimidine-2,4(1H,3H)-dione C1(CC1)C1CN(C1)C=1C=2N(N=C(C1)C=1C(NC(NC1)=O)=O)C=CN2